C(C)(C)(C)OC(NCCCCCCCC(=O)NC1=CC(=CC=C1)C(=O)N1CC2(CC1)C(NC(CC2)=O)=O)=O (8-((3-(6,8-dioxo-2,7-diazaspiro[4.5]decane-2-carbonyl)phenyl)amino)-8-oxooctyl)carbamic acid tert-butyl ester